(2-(((2R,3S,4R,5R)-5-(6-chloro-4-(cyclopentylamino)-1H-pyrazolo[3,4-d]pyrimidin-1-yl)-3,4-dihydroxytetrahydrofuran-2-yl)methoxy)-1-(methylsulfonyl)propan-2-yl)phosphonic acid ClC1=NC(=C2C(=N1)N(N=C2)[C@H]2[C@@H]([C@@H]([C@H](O2)COC(CS(=O)(=O)C)(C)P(O)(O)=O)O)O)NC2CCCC2